(1S,2S)-N-[8-Amino-6-(4-methylisothiazol-5-yl)cinnolin-3-yl]-2-fluoro-cyclopropanecarboxamide NC=1C=C(C=C2C=C(N=NC12)NC(=O)[C@H]1[C@H](C1)F)C1=C(C=NS1)C